COCCCC=CC1=CC=C(C=C1)C(F)(F)F 1-(5-Methoxypent-1-en-1-yl)-4-(trifluoromethyl)benzene